1-Benzyl 4-[tert-butyl(dimethyl)silyl]oxypiperidine-1-carboxylate [Si](C)(C)(C(C)(C)C)OC1CCN(CC1)C(=O)OCC1=CC=CC=C1